O=C1NC(CCC1N1N=C(C2=C(C=CC=C12)C1=CCNC=C1)C)=O 4-(1-(2,6-dioxopiperidin-3-yl)-3-methyl-1H-indazol-4-yl)-1H-pyridine